C1(=CC(=CC=C1)CCCCC1(CC1)C(=O)O)CCCCC1(CC1)C(=O)O 1,1'-(1,3-phenylenebis(butane-4,1-diyl))bis(cyclopropane-1-carboxylic acid)